methyl 3-(3-((R)-7-((2-hydroxyethyl)sulfonyl)-2,6,6-trimethyl-1-(2-methylhydrazineyl)-1-oxoheptan-2-yl)phenyl)butanoate OCCS(=O)(=O)CC(CCC[C@](C(=O)NNC)(C)C=1C=C(C=CC1)C(CC(=O)OC)C)(C)C